BrC1=CC(=CC=2N=C(OC21)N2CC1CCC(C2)N1C(=O)OC(C)(C)C)OC(F)(F)F tert-Butyl 3-(7-bromo-5-(trifluoromethoxy)benzo[d]oxazol-2-yl)-3,8-diazabicyclo[3.2.1]octane-8-carboxylate